ClC=1C=C(C(=C(C(=O)NC2=C(C=CC(=C2)C#N)N2CCC(CC2)OC2=C(C=C(C=C2)F)F)C1)OC)C 5-chloro-N-(5-cyano-2-(4-(2,4-difluorophenoxy)piperidin-1-yl)phenyl)-2-methoxy-3-methylbenzamide